[Si](C)(C)(C(C)(C)C)OCCOCCOCCO 8-(tert-butyldimethylsilyloxy)-3,6-dioxa-1-octanol